2-(4-isopropyl-3,5-dimethoxyphenyl)benzo[d]oxazole C(C)(C)C1=C(C=C(C=C1OC)C=1OC2=C(N1)C=CC=C2)OC